N,N-dimethyl-methylammonium chloride [Cl-].C[NH+](C)C